FC1=C2C(=CC=C1C(F)(F)F)C(N(CC21CC1)CC(=O)OC)=O Methyl 2-[5-fluoro-1-oxo-6-(trifluoromethyl)spiro[3H-isoquinoline-4,1'-cyclopropane]-2-yl]acetate